heptanic acid C(CCCCCC)(=O)O